NN1C(=NN=C1CCC=1C=NC=CC1)SCC(=O)NC=1SC2=C(N1)C=CC(=C2)OC 2-((4-amino-5-(2-(pyridine-3-yl)ethyl)-4H-1,2,4-triazole-3-yl)thio)-N-(6-methoxybenzothiazole-2-yl)acetamide